CC(C1=CC=CC=C1)C1=C(C(C(=O)[O-])=CC(=C1)C(C1=CC=CC=C1)C)O 3,5-di(α-methylbenzyl)salicylate